1-(1-hexadecyl)-2-ethylpyridinium C(CCCCCCCCCCCCCCC)[N+]1=C(C=CC=C1)CC